(1aR,5aR)-2-(2,4-Difluoro-phenyl)-1a,2,5,5a-tetrahydro-1H-2,3-diaza-cyclopropa[a]pentalene-4-carboxylic acid (oxazol-4-ylmethyl)-amide O1C=NC(=C1)CNC(=O)C=1C=2C[C@@H]3[C@H](C2N(N1)C1=C(C=C(C=C1)F)F)C3